C(C)(C)(C)OC(=O)N[C@H](C(=O)O)CSC1=C(C=C(C(=C1)F)N1N=C(N=N1)CC)[N+](=O)[O-] (2R)-2-(tert-butoxycarbonylamino)-3-[4-(5-ethyltetrazol-2-yl)-5-fluoro-2-nitro-phenyl]sulfanyl-propanoic acid